2-cyclopentyl-6-ethylpyrimidin-4(3H)-one C1(CCCC1)C1=NC(=CC(N1)=O)CC